5-amino-2-(trifluoromethoxy)pyridine-3-carboxylic acid NC=1C=C(C(=NC1)OC(F)(F)F)C(=O)O